C1(=CC=CC=C1)N1N=C(C=C1)CO (1-phenylpyrazol-3-yl)methanol